4-(4-((5-cyclopropyl-1H-pyrazol-3-yl)amino)-6-ethynylquinazoline-2-carbonyl)-2-methylpiperazine-1-carboxylic acid tert-butyl ester C(C)(C)(C)OC(=O)N1C(CN(CC1)C(=O)C1=NC2=CC=C(C=C2C(=N1)NC1=NNC(=C1)C1CC1)C#C)C